(1R,3R)-N1-(5-(methylthio)pyrimidin-2-yl)cyclopent-4-ene-1,3-diamine CSC=1C=NC(=NC1)N[C@@H]1C[C@H](C=C1)N